C(C)[C@@H]1N(C[C@H](N(C1)C(C)C1=C(C2=C(N=CS2)C=C1)F)CC)C=1C=2N(N(C(C1)=O)C)C=C(N2)CC#N 2-(8-((2S,5R)-2,5-diethyl-4-(1-(7-fluorobenzo[d]thiazol-6-yl)ethyl)piperazin-1-yl)-5-methyl-6-oxo-5,6-dihydroimidazo[1,2-b]pyridazin-2-yl)acetonitrile